tert-butyl (±)-1-fluoro-9-oxo-6,7,8,9-tetrahydro-5H-5,8-epiminocyclohepta[c]pyridine-10-carboxylate FC1=NC=CC2=C1C(C1CCC2N1C(=O)OC(C)(C)C)=O